(1-(4-aminopiperidin-1-yl)cyclopropyl)methanol NC1CCN(CC1)C1(CC1)CO